acrylic acid salicyl ester C(C=1C(O)=CC=CC1)OC(C=C)=O